(E)-3-phenyl-N-(2-pyridyl)-N-thiazol-2-yl-prop-2-enamide C1(=CC=CC=C1)/C=C/C(=O)N(C=1SC=CN1)C1=NC=CC=C1